S1C=C(C=C1)CC[C@@H](C)N (R)-4-(thiophen-3-yl)butan-2-amine